C1(CC1)C1=C(C=CC(=C1)N1CC2(CNC2)CC1)NC1=NC=C(C(=N1)C1=CC2=C(C(N(CCS2(=O)=O)C2COC2)=O)S1)C(F)(F)F 7-(2-((2-cyclopropyl-4-(2,6-diazaspiro[3.4]octan-6-yl)phenyl)amino)-5-(trifluoromethyl)pyrimidin-4-yl)-4-(oxetan-3-yl)-3,4-dihydrothieno[2,3-f][1,4]thiazepin-5(2H)-one 1,1-dioxide